C(#N)C1=CN=CC(=N1)C1=CC(=C(C(=O)N([C@H]2CNCCC2)C2=NC=CC3=CC=CC(=C23)C)C=C1)F (R)-4-(6-cyanopyrazin-2-yl)-2-fluoro-N-(8-methylisoquinolin-1-yl)-N-(piperidin-3-yl)benzamide